2-[5-(4-Ethoxyphenyl)-1H-pyrazol-4-yl]-8-methyl-2,3-dihydro-1H-quinazolin-4-one C(C)OC1=CC=C(C=C1)C1=C(C=NN1)C1NC2=C(C=CC=C2C(N1)=O)C